CC(CC)N1N=C(C=C1)NC(C1=CC(=C(C=C1)C)C#CC=1C=NC=CC1)=O N-[1-(butan-2-yl)-1H-pyrazol-3-yl]-4-methyl-3-[2-(pyridin-3-yl)ethynyl]benzamide